ClC1=CC(=C(C=C1)[C@@H]1N(OCC1)C1=CC(=NC=N1)NC=1C(=CC(=C(C1)NC(C=C)=O)N1CCC(CC1)N1CCN(CC1)C(C)C)OC)F N-(5-((6-((R)-3-(4-chloro-2-fluorophenyl)isoxazolidine-2-yl)pyrimidine-4-yl)amino)-2-(4-(4-isopropylpiperazine-1-yl)piperidine-1-yl)-4-methoxyphenyl)acrylamide